Barium mentholat C1(CC(C(CC1)C(C)C)O)(C)C(=O)[O-].[Ba+2].C1(CC(C(CC1)C(C)C)O)(C)C(=O)[O-]